P(=O)(OC[N+]1=C(C(=CC=C1)C1=CC(=NO1)CC1=CC=C(C=C1)OC1=NC=C(C=C1F)F)N)(O)[O-] (2-amino-3-(3-(4-((3,5-difluoropyridin-2-yl)oxy)benzyl)isoxazol-5-yl)pyridin-1-ium-1-yl)methyl hydrogen phosphate